4-AMINOQUINAZOLINE NC1=NC=NC2=CC=CC=C12